(2S,3S,4R,5S)-4-[[3-[2-Methoxy-3-(trifluoromethyl)phenyl]-4,5-dimethyl-5-(trifluoromethyl)tetrahydrofuran-2-carbonyl]amino]pyridin-2-carboxamid COC1=C(C=CC=C1C(F)(F)F)[C@H]1[C@H](O[C@@]([C@@H]1C)(C(F)(F)F)C)C(=O)NC1=CC(=NC=C1)C(=O)N